pyrimidophenanthridine C1=NC=NC=2C=CC=3C=NC=4C=CC=CC4C3C21